FC1=CC=C(C=C1)N1N=CC=2C1=NC=C(C2)N2CCN(C1(CC1)C2)S(=O)(=O)C=2C=NN(C2)CCC 1-(4-fluorophenyl)-5-(4-((1-propyl-1H-pyrazol-4-yl)sulfonyl)-4,7-diazaspiro[2.5]octan-7-yl)1H-pyrazolo[3,4-b]pyridine